rhodium carbonyl-bis(triphenylphosphine) chloride [Cl-].C(=O)(P(C1=CC=CC=C1)(C1=CC=CC=C1)C1=CC=CC=C1)P(C1=CC=CC=C1)(C1=CC=CC=C1)C1=CC=CC=C1.[Rh+3].[Cl-].[Cl-]